benzoThiadiazole S1N=NC2=C1C=CC=C2